chloro-5-(o-tolyl)-4H-benzo[e][1,2,4]thiadiazine 1,1-dioxide ClC1=NS(C2=C(N1)C(=CC=C2)C2=C(C=CC=C2)C)(=O)=O